C(C)(C)OC=1C=CC(=NC1)C=1N=C(SC1)NC1=C(C(=O)N(C)C)C=C(C=N1)C(F)(F)F 2-(4-(5-isopropoxypyridin-2-yl)thiazol-2-ylamino)-N,N-dimethyl-5-(trifluoromethyl)nicotinamide